4-methoxy-5-(pyrazolo[1,5-a]pyridin-5-yl)-7H-pyrrolo[2,3-d]pyrimidine COC=1C2=C(N=CN1)NC=C2C2=CC=1N(C=C2)N=CC1